C[Si](C)(C)[N-][Si](C)(C)C.[Li+] Lithium bis(tri-methylsilyl)amid